N-ethyl-2,3-dioxopiperazine C(C)N1C(C(NCC1)=O)=O